FC1=C(C(=CC(=C1)C(F)(F)F)O)C1=C2C(=C(N=N1)NC[C@@H]1CCC(N1)=O)N=CC=C2 (5S)-5-[[[5-[2-fluoro-6-hydroxy-4-(trifluoromethyl)phenyl]pyrido[2,3-d]pyridazin-8-yl]amino]methyl]pyrrolidin-2-one